N-(3-chloro-5-(methylsulfonamido)phenyl)-4-(5-(3,3-difluoroazetidin-1-yl)-3-((3,5-difluorobenzyl)oxy)pyridin-2-yl)-5-methylthiophene-2-carboxamide ClC=1C=C(C=C(C1)NS(=O)(=O)C)NC(=O)C=1SC(=C(C1)C1=NC=C(C=C1OCC1=CC(=CC(=C1)F)F)N1CC(C1)(F)F)C